(difluorophenyltriazinyl)[(biphenylyl)dibenzoselenophenyl]benzene FC=1C(=C(C=CC1)C=1C(=NN=NC1)C1=C(C=CC=C1)C1=C(C=CC=2[Se]C3=C(C21)C=CC=C3)C3=C(C=CC=C3)C3=CC=CC=C3)F